N[C@]1(C([C@H](CCC1)O)=O)C1=CC=C(C=C1)C(F)(F)F (2S,6S)-2-amino-6-hydroxy-2-(4-(trifluoromethyl)phenyl)cyclohexan-1-one